N2-(oxetan-3-yl)-N4-((2-(trifluoromethyl)pyridin-3-yl)methyl)pyrido[2,3-d]pyrimidine-2,4-diamine O1CC(C1)NC=1N=C(C2=C(N1)N=CC=C2)NCC=2C(=NC=CC2)C(F)(F)F